tert-butyl-4-[7-(4-cyanopyridin-2-yl)-5-cyclopropyl-7H-pyrrolo[2,3-d]pyrimidin-4-yl]piperazine-1-carboxylate C(C)(C)(C)OC(=O)N1CCN(CC1)C=1C2=C(N=CN1)N(C=C2C2CC2)C2=NC=CC(=C2)C#N